N=1C=NN2C1C=C(C=C2)OC2=C(C=C(C=C2)NC=2C1=C(N=CN2)C=C(S1)C=1C=CC(=C(C1)NC(\C=C\CN(C)C)=O)N1CCN(CC1)C)C (E)-N-(5-(4-((4-([1,2,4]triazolo[1,5-a]pyridin-7-yloxy)-3-methylphenyl)amino)thieno[3,2-d]pyrimidin-6-yl)-2-(4-methylpiperazin-1-yl)phenyl)-4-(dimethylamino)but-2-enamide